ClC1=CC=C(CN2CC(CCC2)C2=CC=NC=3N2N=C(C3CNCC3CCOCC3)C)C=C1 1-(7-(1-(4-chlorobenzyl)piperidin-3-yl)-2-methylpyrazolo[1,5-a]pyrimidin-3-yl)-N-((tetrahydro-2H-pyran-4-yl)methyl)methanamine